ClC1=NC(=CC(=C1)C=1C(=NN2C1N=C(C=C2)NC(=O)N[C@@H]2CN(CC2)C(=O)OC(C)(C)C)C2=CC(=CC=C2)C#N)C tert-Butyl (3S)-3-[[3-(2-chloro-6-methyl-4-pyridyl)-2-(3-cyanophenyl)pyrazolo[1,5-a]pyrimidin-5-yl]carbamoylamino]pyrrolidine-1-carboxylate